OC(=O)C(F)(F)F.C(C1=CC=CC=C1)OC=1C=C2C=CC(=CC2=C(C1N1S(NC(C1)=O)(=O)=O)F)OCCCCCCN1CCC(CC1)C1=CC2=C(N(C(N2C)=O)C2C(NC(CC2)=O)=O)C=C1 3-[5-[1-[6-[[6-benzyloxy-8-fluoro-7-(1,1,4-trioxo-1,2,5-thiadiazolidin-2-yl)-2-naphthyl]oxy]hexyl]-4-piperidyl]-3-methyl-2-oxo-benzimidazol-1-yl]piperidine-2,6-dione TFA salt